N-(2-chloro-5-methoxyphenylethyl)-2-(4-methyl-1H-pyrazol-1-yl)acetamide ClC1=C(C=C(C=C1)OC)CCNC(CN1N=CC(=C1)C)=O